C(C)(C)(C)OC(=O)NC(C(=O)O)CC=1C=C(C=CC1)C 2-((tert-butoxycarbonyl)amino)-3-(m-tolyl)propionic acid